1-phenyl-2,2,5,5-tetraethyl-1-Aza-2,5-disilacyclopentane C1(=CC=CC=C1)N1[Si](CC[Si]1(CC)CC)(CC)CC